(S)-1-(5'-(5-(3,5-dichlorophenyl)-5-(trifluoromethyl)-4,5-dihydroisoxazol-3-yl)-3'H-spiro[azetidine-3,1'-isobenzofuran]-1-yl)-2-(methylsulfonyl)ethan-1-one ClC=1C=C(C=C(C1)Cl)[C@@]1(CC(=NO1)C=1C=C2COC3(C2=CC1)CN(C3)C(CS(=O)(=O)C)=O)C(F)(F)F